ClC1=CC=C(N[C@@H]2[C@H](CN(CC2)C(=O)OC(C)(C)C)C)C=C1 tert-Butyl (3S,4S)-4-(4-chloroanilino)-3-methyl-piperidine-1-carboxylate